C(CCCCCCCCC#C)(=O)OC(C)C#C undec-10-ynoic acid, but-3-yn-2-yl ester